1-(2-(6-aminopyrazolo[1,5-a]pyridine-3-carbonyl)-2-azaspiro[3.3]heptan-6-yl)-1-methyl-3-(5-(trifluoromethyl)pyridin-3-yl)urea NC=1C=CC=2N(C1)N=CC2C(=O)N2CC1(C2)CC(C1)N(C(=O)NC=1C=NC=C(C1)C(F)(F)F)C